C1(=CC=CC=C1)S(=O)(=O)C=1NC2=C(N1)C=C(C(=C2)NC2=CC=C(C=C2)F)Br (benzenesulfonyl)-6-bromo-N-(4-fluorophenyl)benzimidazol-5-amine